COC1=C(C=C(C=C1)C=1C=C(C=NC1)[C@H](CO)CB1OC[C@@H](O1)C)OCCC (R)-2-(5-(4-methoxy-3-propoxyphenyl)pyridin-3-yl)-3-((S)-4-methyl-1,3,2-dioxaborolan-2-yl)propan-1-ol